ClC1=CC=C(CCN[C@H](C(=O)C2=CNC3=CC(=CC=C23)C=2C=NC=CC2)C2=CC=CC=C2)C=C1 |r| (S)- and (R)-2-((4-chlorophenethyl)amino)-2-phenyl-1-(6-(pyridin-3-yl)-1H-indol-3-yl)ethan-1-one